IC1=NC(=NN1C)COCC=1C(=NC=C(C(=O)NC2=NN=NN2C)C1)C(F)(F)F 5-((5-iodo-1-methyl-1H-1,2,4-triazol-3-yl)methoxy)methyl-N-(1-methyl-1H-tetrazol-5-yl)-6-(trifluoromethyl)nicotinamide